tri(ethylhexyl)phosphine C(C)C(CCCCC)P(C(CCCCC)CC)C(CCCCC)CC